FC1=C(C=C(C(=O)NC=2N=CC3=CC=C(C=C3C2)C=2C=NN(C2)C)C=C1)S(=O)(=O)N1CCC(CC1)=O 4-fluoro-N-(6-(1-methyl-1H-pyrazol-4-yl)isoquinolin-3-yl)-3-((4-oxopiperidin-1-yl)sulfonyl)benzamide